1,4-diethylcyclohexane C(C)C1CCC(CC1)CC